1-(4-(5-(7-cyclopropyl-[1,2,4]triazolo[4,3-a]pyrimidin-5-yl)pyridin-3-yl)phenyl)pyrrolidin-2-one C1(CC1)C1=NC=2N(C(=C1)C=1C=C(C=NC1)C1=CC=C(C=C1)N1C(CCC1)=O)C=NN2